L-6-furylaminopurine O1C(=CC=C1)NC1=C2NC=NC2=NC=N1